N-(5-(7-(2,6-difluoro-3,5-dimethoxyphenyl)-1,4,5,6,7,8-hexahydrocyclohepta[c]pyrazol-3-yl)-1-methyl-1H-pyrazol-4-yl)acrylamide FC1=C(C(=C(C=C1OC)OC)F)C1CCCC2=C(NN=C2C2=C(C=NN2C)NC(C=C)=O)C1